BrC1=CC(=NN1COCC[Si](C)(C)C)I 5-bromo-3-iodo-1-((2-(trimethylsilyl)ethoxy)methyl)-1H-pyrazole